Norbornenyl-octafluoropentane C12(C=CC(CC1)C2)C(C(C(C(F)(F)F)(F)F)(F)F)(C)F